ClC1=C(C(=CC(=C1)F)Cl)C1=CC=C(C2=C1OCCO2)C[C@@H](C(=O)OC)NC(C2=C(C=CC=C2F)OC(F)F)=O methyl (S)-3-(8-(2,6-dichloro-4-fluorophenyl)-2,3-dihydrobenzo[b][1,4]dioxin-5-yl)-2-(2-(difluoromethoxy)-6-fluorobenzamido)propanoate